ClC1=C(C=C(C=C1)C=1NC(C=2N(C1)N=C(C2C(C)C)C(=O)OCC)=O)C ethyl 6-(4-chloro-3-methylphenyl)-4-oxo-3-(propan-2-yl)-4,5-dihydropyrazolo[1,5-a]-pyrazine-2-carboxylate